O=C1NC(CCC1N1C(C2=CC=CC(=C2C1=O)NCCOCCOCCN(C)CC=1C=C(OCCN2C=CC3=CC=C(C=C23)C(=O)NO)C=CC1)=O)=O 1-(2-(3-(((2-(2-(2-((2-(2,6-dioxopiperidin-3-yl)-1,3-dioxoisoindolin-4-yl)amino)ethoxy)ethoxy)ethyl)(methyl)amino)methyl)phenoxy)ethyl)-N-hydroxy-1H-indole-6-carboxamide